CC1=CC=C(C=N1)NC=1C=C2C3=C(C=NC2=CC1)C(C1=C3C=NC(=N1)C(F)(F)F)=O 2-((6-methylpyridin-3-yl)amino)-9-(trifluoromethyl)-7H-pyrimido[5',4':3,4]cyclopenta[1,2-c]quinolin-7-one